3-(3,4-dihydroquinolin-1(2H)-yl)-1-(3-hydroxypiperidin-1-yl)propan-1-one tert-butyl-(9-(5-bromopyrazin-2-yl)-3-(thiazol-2-yl)-3,9-diazaspiro[5.5]undec-1-yl)carbamate C(C)(C)(C)N(C(O)=O)C1CN(CCC12CCN(CC2)C2=NC=C(N=C2)Br)C=2SC=CN2.N2(CCCC1=CC=CC=C21)CCC(=O)N2CC(CCC2)O